isopropyl (5S,8E,10E,12R,16E,18R)-5,12,18-trihydroxyicosa-8,10,16-trien-6,14-diynoate O[C@@H](CCCC(=O)OC(C)C)C#C\C=C\C=C\[C@@H](CC#C\C=C\[C@@H](CC)O)O